distyryldiphenyl-triaminotriazine disodium stilbenedisulfonate C1(=C(C(=CC=C1)S(=O)(=O)[O-])S(=O)(=O)[O-])C=CC1=CC=CC=C1.[Na+].[Na+].C(=CC1=CC=CC=C1)N(C=1C(=NN=NC1N)N(C1=CC=CC=C1)C1=CC=CC=C1)C=CC1=CC=CC=C1